ClC1=C(C=CC=C1)NC(C1=CC=C(C=C1)NC1=NC(=NC=C1F)NC1=CC=C(C=C1)C(=O)N1CCC(CC1)CN1CCN(CC1)C1=CC=C(C=C1)C1C(NC(CC1)=O)=O)=O N-(2-chlorophenyl)-4-((2-((4-(4-((4-(4-(2,6-dioxopiperidin-3-yl)phenyl)piperazin-1-yl)methyl)piperidine-1-carbonyl)phenyl)amino)-5-fluoropyrimidin-4-yl)amino)benzamide